6-(2-(m-tolyl)pyridin-3-yl)imidazo[1,2-a]pyridine C1(=CC(=CC=C1)C1=NC=CC=C1C=1C=CC=2N(C1)C=CN2)C